ethyl 2-(5-allyl-2-oxo-4-(trifluoromethyl)pyridin-1(2H)-yl)-3-cyclopropylpropanoate C(C=C)C=1C(=CC(N(C1)C(C(=O)OCC)CC1CC1)=O)C(F)(F)F